[1,2,4]triazolo[4,3-c]quinazolin-5(6H)-one N=1N=CN2C(NC=3C=CC=CC3C21)=O